OC=1C=CC(=NC1)C#N 5-hydroxypyridinecarbonitrile